6-Hydroxyindol OC1=CC=C2C=CNC2=C1